3-ethoxy-4-((6-methylhepta-1,5-dien-4-yl)oxy)benzaldehyde C(C)OC=1C=C(C=O)C=CC1OC(CC=C)C=C(C)C